C1(CC=CC1)CCN[C@@H]1C=C([C@@H]([C@@H]([C@H]1O)O)O)CF (1S,2S,3S,6R)-6-((2-(cyclopent-3-en-1-yl)ethyl)amino)-4-(fluoromethyl)cyclohex-4-ene-1,2,3-triol